DIMETHYLDISELENIDE C[Se][Se]C